2-(3'-tert-Butyl-2'-hydroxy-5'-(2-methoxycarbonyl-ethyl)phenyl)-5-chlorobenzotriazol C(C)(C)(C)C=1C(=C(C=C(C1)CCC(=O)OC)N1N=C2C(=N1)C=CC(=C2)Cl)O